(4-bromo-2-methyl-6-nitro-1H-benzo[d]imidazol-5-yl)(5-chloro-2-fluorophenyl)methanone BrC1=C(C(=CC=2NC(=NC21)C)[N+](=O)[O-])C(=O)C2=C(C=CC(=C2)Cl)F